17-(3-pyridyl)androstane-5,16-diene-3beta-ol N1=CC(=CC=C1)C=1[C@]2(C)[C@@H](CC1)[C@@H]1CC=C3C[C@H](CC[C@]3(C)[C@H]1CC2)O